BrN1CC=C(C=C1)Br 1,4-dibromopyridine